2-chloro-7-methyl-9-(tetrahydrofuran-3-yl)-7,9-dihydro-8H-purin-8-one ClC1=NC=C2N(C(N(C2=N1)C1COCC1)=O)C